S1C2=C(C=C1)C=CC(=C2)C(=O)O benzo[b]thiophene-6-carboxylic acid